bis(3,5-dihexyl-4-vinylthiophenyl) sulfide C(CCCCC)C1=C(SC(=C1C=C)CCCCCC)SC=1SC(=C(C1CCCCCC)C=C)CCCCCC